FC1=C(C(=O)O)C=CC(=C1)NN 2-Fluoro-4-hydrazinylbenzoic acid